9,10-bis(phenyldimethylsiloxy)docosanoic acid benzyltrimethyl-ammonium salt C(C1=CC=CC=C1)[N+](C)(C)C.C1(=CC=CC=C1)[Si](OC(CCCCCCCC(=O)[O-])C(CCCCCCCCCCCC)O[Si](C)(C)C1=CC=CC=C1)(C)C